(R)-2-oxo-4-(2,3,6-trifluorophenyl)pyrrolidine-1-carboxylic acid tert-butyl ester C(C)(C)(C)OC(=O)N1C(C[C@@H](C1)C1=C(C(=CC=C1F)F)F)=O